CNCC1=NC(=CC2=C1CNC2)N2[C@@H](COCC2)C (R)-4-((methylamino)methyl)-6-(3-methylmorpholinyl)-2,3-dihydro-1H-pyrrolo[3,4-c]pyridine